CC1=NN2C(CC[C@@H]([C@@H]2COC2CCC(CC2)C2=CC=CC=C2)NS(=O)(=O)C)=C1 |r| rac-N-[(6S,7R)-2-methyl-7-({[(1s,4S)-4-phenylcyclohexyl]oxy}methyl)-4,5,6,7-tetrahydropyrazolo[1,5-a]pyridin-6-yl]methanesulfonamide